C1(CC1)N1N=CC(=C1)[C@H]1CN(C[C@H](O1)C)C1=NC(=C(C(=N1)C(=O)OCC)C1OCCO1)C1=C(C=C(C=C1)C(F)(F)F)F ethyl 2-[(2S,6R)-2-(1-cyclopropylpyrazol-4-yl)-6-methyl-morpholin-4-yl]-5-(1,3-dioxolan-2-yl)-6-[2-fluoro-4-(trifluoromethyl)phenyl]pyrimidine-4-carboxylate